N1=CN=C(C2=C1NC=C2)C2=CN=C(S2)[C@H](CC#N)CCC |r| (3S)- and (3R)-3-[5-(7H-Pyrrolo[2,3-d]pyrimidin-4-yl)-1,3-thiazol-2-yl]hexanenitrile